[C@@H]12CN(C[C@H]2C1)C1=CC=C(C=C1)[C@@H](C)N1N=CC2=C(C=CC(=C12)C(=O)NC1CC2(CC(C2)C(=O)O)C1)Cl |&1:12| (Sa)-6-(1-((racemic)-1-(4-((1R,5S)-3-azabicyclo[3.1.0]hexan-3-yl)phenyl)ethyl)-4-chloro-1H-indazole-7-carboxamido)spiro[3.3]heptane-2-carboxylic acid